C(C1=CC=CC=C1)N(C(OC(C)(C)C)=O)C1=C(C=C(C=C1)S(N(C)C(=O)OC(C)(C)C)(=O)=O)Br tert-Butyl N-benzyl-N-[2-bromo-4-[tert-butoxycarbonyl(methyl)sulfamoyl]phenyl]carbamate